C1(CCCCC1)C(=O)OCN1C(CCC2=CC=C(C=C12)CCN1CCN(CC1)C1=CC(=CC=2SC=CC21)F)=O (7-(2-(4-(6-fluorobenzo[b]thiophen-4-yl)piperazin-1-yl)ethyl)-2-oxo-3,4-dihydroquinolin-1(2H)-yl)methyl cyclohexanecarboxylate